C(C)C1=C(C=NN1)C 5-Ethyl-4-methyl-1H-pyrazole